(benzyloxy)-4-(2,2-difluoroethoxy)benzene 1-(pyrazin-2-yl)pyrrolidin-3-yl-2-(3,5-dichlorophenyl)benzo[d]oxazole-6-carboxylate N1=C(C=NC=C1)N1CC(CC1)OC(=O)C1=CC2=C(N=C(O2)C2=CC(=CC(=C2)Cl)Cl)C=C1.C(C1=CC=CC=C1)OC1=CC=C(C=C1)OCC(F)F